7-iodo-2-phenyl-[1,2,4]triazolo[4,3-a]pyridin-3(2H)-one IC1=CC=2N(C=C1)C(N(N2)C2=CC=CC=C2)=O